C(C1=CC=C(C(=O)O)C=C1)(=O)O.CC(CO)(CO)C 2,2-dimethyl-1,3-propylene glycol terephthalate